COC([C@@H](NC([C@@H](NC(=O)OC(C)(C)C)C)=O)[C@@H](C)CC)=O N-(tert-Butoxycarbonyl)-L-alanyl-L-isoleucine methyl ester